((3aS,4R,6S,6aS)-6-(4-aminopyrrolo[2,1-f][1,2,4]triazin-7-yl)-4-cyano-2,2-dimethyltetrahydrofuro[3,4-d][1,3]dioxol-4-yl)methyl ethyl carbonate C(OC[C@]1(O[C@H]([C@@H]2OC(O[C@@H]21)(C)C)C2=CC=C1C(=NC=NN12)N)C#N)(OCC)=O